dihydroxy-cholanoic acid OC(C(=O)O)(C[C@@H](C)[C@H]1CC[C@H]2[C@@H]3CCC4CCCC[C@]4(C)[C@H]3CC[C@]12C)O